Cl.Cl.C1(=C(C=CC=C1)N)N ortho-phenylenediamine dihydrochlorid